OCC1NCC(NCCCCN(CCN(C1)C)C)C 5-(hydroxymethyl)-2,7,10-trimethyl-1,4,7,10-tetraazacyclotetradecane